C(CCC\C=C/CC)OC(CCC(=O)OCCCCCCN(CCNC(OCC[Si](C)(C)C)=O)CCO)OCCCC\C=C/CC 10-(2-hydroxyethyl)-2,2-dimethyl-6-oxo-5-oxa-7,10-diaza-2-silahexadecan-16-yl 4,4-bis(((Z)-oct-5-en-1-yl)oxy)butanoate